The molecule is an unsymmetrical cationic C1 cyanine dye having 1,3-benzoxazol-2-yl and pyridinium-4-yl substituents. It has a role as a fluorochrome. It is a cyanine dye, a quaternary ammonium ion, a benzoxazolium ion and a pyridinium ion. CN\\1C2=CC=CC=C2O/C1=C\\C3=CC=[N+](C=C3)CCC[N+](C)(C)C